[Cl-].OCC[P+](CCO)(CCO)CCO P,P,P,P-tetrakis(2-hydroxyethyl)phosphonium chloride